CC1=NN2C(C=CC(=C2)C(=O)NC2=CC3=C(C=N2)C=C(N3)[C@@H]3N(CCC3)C)=C1 2-methyl-N-{2-[(2R)-1-methylpyrrolidin-2-yl]-1H-pyrrolo[3,2-c]pyridin-6-yl}pyrazolo[1,5-a]pyridine-6-carboxamide